N-(5-(azetidin-1-yl)-2-morpholinothiazolo[4,5-b]pyridin-6-yl)-6-bromopyridine-2-carboxamide N1(CCC1)C1=C(C=C2C(=N1)N=C(S2)N2CCOCC2)NC(=O)C2=NC(=CC=C2)Br